O=C1NC2=C(N1CC1=CC=C(CNC(C)=O)C=C1)C=CC=C2 N-(4-((2-oxo-2,3-dihydro-1H-benzo[d]imidazol-1-yl)methyl)benzyl)acetamide